5-(2,4-Difluoro-phenyl)-oxazole-2-carboxylic Acid lithium salt [Li+].FC1=C(C=CC(=C1)F)C1=CN=C(O1)C(=O)[O-]